methyl-7-(trifluoromethoxy)-2,3,4,4a,9,9a-hexahydroindeno[2,1-b][1,4]oxazine CC1CNC2C(O1)CC=1C=C(C=CC12)OC(F)(F)F